ClC=1C=CC(=C(C(=O)O)C1)OCF 5-chloro-2-(fluoromethoxy)benzoic acid